CC1=CC(=C2C3(C(N(C2=C1)[C@@H]1C[C@@H](OCC1)C)=O)CC3)CC(=O)OC methyl 2-(6'-methyl-1'-((2S,4S)-2-methyltetrahydro-2H-pyran-4-yl)-2'-oxospiro[cyclopropane-1,3'-indolin]-4'-yl)acetate